β-hydroxy-N-methyl-L-valine OC([C@H](NC)C(=O)O)(C)C